(6,7-Dihydro-5H-pyrrolo[1,2-a]imidazol-2-yl)methanol N1=C2N(C=C1CO)CCC2